6-{5-[(cyclopropylamino)carbonyl]-3-fluoro-2-methylphenyl}-N-(4-methylbenzyl)nicotinamide C1(CC1)NC(=O)C=1C=C(C(=C(C1)C1=NC=C(C(=O)NCC2=CC=C(C=C2)C)C=C1)C)F